FC(C[C@@H](C)O)C (2R)-4-fluoropentan-2-ol